Propyl-methanol C(CC)CO